3-amino-6-bromo-5-fluoropicolinamide NC=1C(=NC(=C(C1)F)Br)C(=O)N